3-(3,5-bis(trifluoromethyl)phenyl)-1-methyl-5-((1-methyl-4-nitro-1H-imidazol-5-yl)thio)-1H-1,2,4-triazole FC(C=1C=C(C=C(C1)C(F)(F)F)C1=NN(C(=N1)SC1=C(N=CN1C)[N+](=O)[O-])C)(F)F